[Sb].[Pb].[As].NC=1N=C(C2=C(N1)C=CC=N2)N[C@@](CNC(=O)C2=NC=CN=C2)(CCCC)C (R)-N-(2-((2-aminopyrido[3,2-d]pyrimidin-4-yl)amino)-2-methylhexyl)pyrazine-2-carboxamide arsenic lead-antimony